(4-amino-3,5-difluorophenyl)(8-(4-chloro-6-ethynyl-1,2-dimethyl-1H-benzo[d]imidazol-5-yl)indolizin-3-yl)methanone NC1=C(C=C(C=C1F)C(=O)C1=CC=C2C(=CC=CN12)C1=C(C2=C(N(C(=N2)C)C)C=C1C#C)Cl)F